C1(=CC=CC=C1)S(=O)(=O)N1C(=CC2=CC(=CC=C12)OCCCN1CCCCC1)CNCC#C N-((1-(Phenylsulfonyl)-5-(3-(piperidin-1-yl)propoxy)-1H-indol-2-yl)methyl)prop-2-yn-1-amine